CC=1N=C(SC1[N+](=O)[O-])NC(=O)C1=C(C=CC=C1)NC(CCOCCOCCOCCOCCOCCC=O)=O N-(2-((4-methyl-5-nitrothiazol-2-yl)carbamoyl)phenyl)-19-oxo-4,7,10,13,16-pentaoxanonadecanamide